COC(=O)C=1SC(=CC1Br)C=1C(=NN(C1)COCC[Si](C)(C)C)F 3-bromo-5-(3-fluoro-1-((2-(trimethylsilyl)ethoxy)methyl)-1H-pyrazol-4-yl)thiophene-2-carboxylic acid methyl ester